S1C=NC2=C1C=C(C=C2)C2=NC(=NC=C2F)NC2=NC=C(C=C2)CN2CCNCC2 4-(benzothiazol-6-yl)-5-fluoro-N-(5-(piperazin-1-ylmethyl)pyridin-2-yl)pyrimidin-2-amine